4-(6-chloro-4-(1,4-diazepan-1-yl)-8-fluoro-2-(((2R,7aS)-2-fluorotetrahydro-1H-pyrrolizin-7a(5H)-yl)methoxy)quinazolin-7-yl)-7-fluorobenzo[d]thiazol-2-amine ClC=1C=C2C(=NC(=NC2=C(C1C1=CC=C(C2=C1N=C(S2)N)F)F)OC[C@]21CCCN1C[C@@H](C2)F)N2CCNCCC2